2-(7-((2S,5R)-2,5-diethyl-4-(1-(5-isopropoxypyridin-2-yl)ethyl)piperazin-1-yl)-4-methyl-5-oxo-4,5-dihydropyrazolo[1,5-a]pyrimidin-2-yl)acetonitrile C(C)[C@@H]1N(C[C@H](N(C1)C(C)C1=NC=C(C=C1)OC(C)C)CC)C1=CC(N(C=2N1N=C(C2)CC#N)C)=O